OC1=C(C=C(C=C1C(C)(C)C)CCOC(C=C)=O)N1N=C2C(=N1)C=CC=C2 2-[2-hydroxy-3-tert-butyl-5-(acryloyloxyethyl)phenyl]-2H-benzotriazole